bis-(4-nitrophenyl) succinate C(CCC(=O)OC1=CC=C(C=C1)[N+](=O)[O-])(=O)OC1=CC=C(C=C1)[N+](=O)[O-]